4-crotonoylamino-2,2,6,6-tetramethylpiperidine C(\C=C\C)(=O)NC1CC(NC(C1)(C)C)(C)C